FC1=CC(=C(C=C1)C=1C=C(C=2N(C1)C=C(N2)C)NC(=O)C=2C(N(C=C(C2)CNCC(C)C)C)=O)C2=NN=CN2C N-(6-(4-Fluoro-2-(4-methyl-4H-1,2,4-triazol-3-yl)phenyl)-2-methylimidazo[1,2-a]pyridin-8-yl)-5-((isobutylamino)methyl)-1-methyl-2-oxo-1,2-dihydropyridine-3-carboxamide